m-methylcyclohexyl alcohol CC1CC(CCC1)O